C1(=CC=CC=C1)C1=CC=C2C(=CC=NC2=C1)SCCCCCCN(C1=CC=C(C=C1)N1CCNCC1)C(C(=O)O)C(=O)O N-(6-((7-phenylquinolin-4-yl)thio)hexyl)-4-(piperazin-1-yl)anilinemalonic acid